(4-((3-ethyl-2-oxo-1,2,3,4-tetrahydroquinazolin-7-yl)methyl)piperazin-1-yl)-6-chloro-N-methylpyridinecarboxamide C(C)N1C(NC2=CC(=CC=C2C1)CN1CCN(CC1)C=1C(=NC(=CC1)Cl)C(=O)NC)=O